N1CCC(CC1)CNS(=O)(=O)C1=CC=C(C=C1)OC(F)(F)F N-(4-piperidylmethyl)-4-(trifluoromethoxy)benzenesulfonamide